4-bromo-3-chloro-N-((1S,2R)-2-hydroxycyclopentyl)benzenesulfonamide BrC1=C(C=C(C=C1)S(=O)(=O)N[C@@H]1[C@@H](CCC1)O)Cl